COCOC1=C(C=C(C=C1)F)C(=O)C1=CC=CC=C1 (2-methoxymethoxy-5-fluorophenyl)(phenyl)-methanone